3-(4-pentenyl)quinazolin-4-one C(CCC=C)N1C=NC2=CC=CC=C2C1=O